N-cyclopropyl-2-(difluoromethoxy)-4-[7-(1,1-dimethyl-2-oxobutyl)imidazo[1,2-a]pyridin-3-yl]-6-methoxy-benzamide C1(CC1)NC(C1=C(C=C(C=C1OC)C1=CN=C2N1C=CC(=C2)C(C(CC)=O)(C)C)OC(F)F)=O